C1(CCC1)CNCC1=CC(=C(C=C1)CN1C=CC=2N=C(N=C(C21)NCCCCC)N)OC 5-[(4-{[(Cyclobutylmethyl)amino]methyl}-2-methoxyphenyl)methyl]-N4-pentyl-5H-pyrrolo[3,2-d]pyrimidine-2,4-diamine